iodoxybenzene diacetate C(C)(=O)O.C(C)(=O)O.I(=O)(=O)C1=CC=CC=C1